2-((5-methoxy-[1,1'-biphenyl]-2-yl)(methyl)amino)-2-oxoacetic acid COC=1C=CC(=C(C1)C1=CC=CC=C1)N(C(C(=O)O)=O)C